8-ethoxy-2-(tetrahydro-2H-pyran-3-yl)imidazo[1,2-a]pyrazine-6-carboxylic acid C(C)OC=1C=2N(C=C(N1)C(=O)O)C=C(N2)C2COCCC2